N-(2-(4-(4-cyclobutylpiperazine-1-yl)piperidine-1-yl)-5-((6-((R)-3-(4-fluorophenyl)-isoxazolidine-2-yl)pyrimidine-4-yl)amino)-4-methoxyphenyl)acrylamide C1(CCC1)N1CCN(CC1)C1CCN(CC1)C1=C(C=C(C(=C1)OC)NC1=NC=NC(=C1)N1OCC[C@@H]1C1=CC=C(C=C1)F)NC(C=C)=O